C(C1=CC=CC=C1)N1[C@H](C[C@H](CC1)C(=O)NN)C |r| (rac)-cis-1-Benzyl-2-methylpiperidine-4-carbohydrazide